N12C[C@H](C(CC1)CC2)OC(N[C@@H]2C(CC1=CC(=CC=C21)C2=CC(=CC(=C2)OC(C)C)Cl)(C)C)=O (S)-quinuclidin-3-yl((R)-5-(3-chloro-5-isopropoxyphenyl)-2,2-dimethyl-2,3-dihydro-1H-inden-1-yl)carbamate